5-aminocyclopenta[c]pyrrole-2(1H)-carboxylate NC1=CC=2C(CN(C2)C(=O)[O-])=C1